C(C)OCCN1N=CC(=C1)NC=1SC=C(N1)C1=C(C=C(C=C1)N1C(OCC1)=O)C 3-(4-{2-[1-(2-Ethoxy-ethyl)-1H-pyrazol-4-ylamino]-thiazol-4-yl}-3-methyl-phenyl)-oxazolidin-2-one